C(C1=CC=CC=C1)OC1=CC=C(C=C1)N1N=CC(=N1)C(=O)Cl 2-(4-(benzyloxy)phenyl)-2H-1,2,3-triazole-4-carbonyl chloride